(E)-anethole C1(=CC=C(\C=C\C)C=C1)OC